[N+](=O)([O-])C1=C(C=CC=C1)N1C(N=CC=C1)N N-(2-nitrophenyl)-2-aminopyrimidine